The molecule is an acyl-CoA that results from the formal condensation of the thiol group of coenzyme A with the carboxy group of oscr#21. It derives from an oscr#21. It is a conjugate acid of an oscr#21-CoA(4-). C[C@H]1[C@@H](C[C@H]([C@@H](O1)OCCCCCCCCCC/C=C/C(=O)SCCNC(=O)CCNC(=O)[C@@H](C(C)(C)COP(=O)(O)OP(=O)(O)OC[C@@H]2[C@H]([C@H]([C@@H](O2)N3C=NC4=C(N=CN=C43)N)O)OP(=O)(O)O)O)O)O